2-(4-phenylthiophen-3-yl)ethan-1-ol C1(=CC=CC=C1)C=1C(=CSC1)CCO